(4,6-dimethylpyrimidin-2-yl)-4-((4-(4-fluorophenyl)thiazol-2-yl)amino)benzenesulfonamide CC1=NC(=NC(=C1)C)C1=C(C=CC(=C1)NC=1SC=C(N1)C1=CC=C(C=C1)F)S(=O)(=O)N